6-(1-(tert-Butoxycarbonyl)-3-hydroxypyrrolidin-3-yl)picolinic acid methyl ester COC(C1=NC(=CC=C1)C1(CN(CC1)C(=O)OC(C)(C)C)O)=O